tert-Butyl 6-hydroxy-3,8-diazabicyclo[3.2.1]octane-8-carboxylate OC1C2CNCC(C1)N2C(=O)OC(C)(C)C